(1S,2R)-4-chloro-2-hydroxy-2,3-dihydro-1H-inden-1-yl carbamate C(N)(O[C@@H]1[C@@H](CC2=C(C=CC=C12)Cl)O)=O